4-fluoro-2-(methoxymethoxy)phenyl-2,5-dihydro-1H-pyrrole-1-carboxylate FC1=CC(=C(C=C1)OC(=O)N1CC=CC1)OCOC